tert-butyl N-(7-methyl-1H-indol-6-yl)carbamate CC=1C(=CC=C2C=CNC12)NC(OC(C)(C)C)=O